2,2-dichloro-N-((1r,2s)-3-fluoro-1-hydroxy-1-(4-(methylsulfonyl)phenyl)propan-2-yl)acetamide ClC(C(=O)N[C@@H]([C@@H](C1=CC=C(C=C1)S(=O)(=O)C)O)CF)Cl